N-benzyl-1-(4-(5-(trifluoromethyl)-1,2,4-oxadiazol-3-yl)phenyl)-1H-pyrazole-4-sulfonamide C(C1=CC=CC=C1)NS(=O)(=O)C=1C=NN(C1)C1=CC=C(C=C1)C1=NOC(=N1)C(F)(F)F